FC(C(=O)O)(F)F.O1CCN(CC1)C=1C2=C(N=CN1)NC(=C2)C2=CC=C(C=C2)NC=2C=NC(=NC2)N2C[C@@H](CCC2)NC(OC(C)(C)C)=O tert-butyl (R)-(1-(5-((4-(4-morpholino-7H-pyrrolo[2,3-d]pyrimidin-6-yl)phenyl)amino)pyrimidin-2-yl)piperidin-3-yl)carbamate trifluoroacetate